C1(CC1)C1=CC=CC=2C=3N(C(=NC12)NC=1C(N=CC=CC1)=O)N=C(N3)C=3C=NN(C3)C (3R)-3-{[7-cyclopropyl-2-(1-methyl-1H-pyrazol-4-yl)[1,2,4]triazolo[1,5-c]quinazolin-5-yl]amino}azepin-2-one